C(C)(C)(C)N1CCN(CC1)CC1=CC=2C(=NC=CC2C=2C=C3C(=NNC3=CC2)N)N1 5-(2-((4-(Tert-butyl)piperazin-1-yl)methyl)-1H-pyrrolo[2,3-b]pyridin-4-yl)-1H-indazol-3-amine